COC1=C(C=C(C=C1)C(C)N1C[C@@H](N(C[C@H]1C)C1=CC(N(C=2C=CC(=NC12)C#N)C)=O)C)OCCN1CCOCC1 8-((2s,5r)-4-(1-(4-methoxy-3-(2-morpholinoethoxy)phenyl)ethyl)-2,5-dimethylpiperazin-1-yl)-5-methyl-6-oxo-5,6-dihydro-1,5-naphthyridine-2-carbonitrile